C(=C)C1=CC=C(C=C1)C(C)=O 1-(4-vinyl-phenyl)-ethanone